CC1=C(C=CC=C1C)N1CCN(CC1)C(CN1N=C(C2=C1C[C@@H]1[C@H]2C1)C(=O)N1CCC(CC1)OCCO)=O 1-[4-(2,3-dimethylphenyl)piperazin-1-yl]-2-{(3bR,4aR)-3-[4-(2-hydroxyethoxy)piperidine-1-carbonyl]-3b,4,4a,5-tetrahydro-1H-cyclopropa[3,4]cyclopenta[1,2-c]pyrazol-1-yl}ethan-1-one